tert-Butyl 4-(5-((6-chloro-4-(methoxycarbonyl)pyridin-2-yl)oxy)pyridin-2-yl)piperazine-1-carboxylate ClC1=CC(=CC(=N1)OC=1C=CC(=NC1)N1CCN(CC1)C(=O)OC(C)(C)C)C(=O)OC